C(C)(C)(C)C1=CC=C(OP(=O)(OC2=C(C(=C(C(=C2F)F)F)F)F)N[C@H](C(=O)OCCC)C)C=C1 1-propyl (2S)-2-[[(4-tert-butylphenoxy)-(2,3,4,5,6-pentafluorophenoxy)phosphoryl]amino]propanoate